CCOCCOCCO (ethoxyethoxy)ethanol